(R)-3-(isoquinolin-4-yl)-1-(4-methoxy-6-(trifluoromethyl)pyridin-3-yl)-2-oxoimidazolidine-4-carbonitrile C1=NC=C(C2=CC=CC=C12)N1C(N(C[C@@H]1C#N)C=1C=NC(=CC1OC)C(F)(F)F)=O